O.[Mn].[Si] silicon-manganese water